C(CCCCCCCCCCCCCCCCC)O[C@@H](COCC1=CC=CC=C1)COCCCCCCCCCCCCCCCCCC (R)-((2,3-bis(octadecyloxy)propoxy)methyl)benzene